tert-butyl (2R,6S)-2,6-dimethyl-4-oxopiperidine-1-carboxylate C[C@H]1N([C@H](CC(C1)=O)C)C(=O)OC(C)(C)C